2-methyl-2H-pyrazolo[3,4-b]pyridin-7-ium-7-olate CN1N=C2[N+](=CC=CC2=C1)[O-]